C(#N)C=1C=C(OC=2C(=C3C=CNC3=C(C2F)F)/C=C/C(=O)OCC)C=CC1F ethyl (E)-3-(5-(3-cyano-4-fluorophenoxy)-6,7-difluoro-1H-indol-4-yl)acrylate